1-[3-acetyl-6-[6-[(6-methylpyridazin-3-yl)amino]benzimidazol-1-yl]-2-pyridinyl]-4-methyl-pyrazole-3-carbonitrile C(C)(=O)C=1C(=NC(=CC1)N1C=NC2=C1C=C(C=C2)NC=2N=NC(=CC2)C)N2N=C(C(=C2)C)C#N